C(C)(C)(C)OC(=O)N(C(OC(C)(C)C)=O)CC(CCCO[Si](C)(C)C(C)(C)C)(C)C tert-butyl (tert-butoxycarbonyl)(5-((tert-butyldimethylsilyl)oxy)-2,2-dimethylpentyl)carbamate